4-{[(3aR,9bR)-7-{[2-fluoro-6-(trifluoromethyl)phenyl]methoxy}-9b-(4-fluorobenzenesulfonyl)-1H,2H,3H,3aH,4H,5H,9bH-benzo[e]indol-3-yl]methyl}-4-methylpiperidine FC1=C(C(=CC=C1)C(F)(F)F)COC1=CC2=C([C@@]3(CCN([C@@H]3CC2)CC2(CCNCC2)C)S(=O)(=O)C2=CC=C(C=C2)F)C=C1